5-(3,5-dihydroxybenzylidene)-1-methyl-3-octyl-2-selenoxoimidazolidin-4-one OC=1C=C(C=C2C(N(C(N2C)=[Se])CCCCCCCC)=O)C=C(C1)O